N-[2,5-difluoro-4-(trifluoromethyl)phenyl]-5-(2-fluoro-4-methoxy-3-pyridyl)-1H-pyrrole-3-sulfonamide FC1=C(C=C(C(=C1)C(F)(F)F)F)NS(=O)(=O)C1=CNC(=C1)C=1C(=NC=CC1OC)F